6-chloro-1-(2,2,3,3,3-pentafluoropropyl)-1H-pyrazolo[3,4-b]pyridine ClC1=CC=C2C(=N1)N(N=C2)CC(C(F)(F)F)(F)F